COC1=CC=C(CC2C3=CC=CC=C3C=3C=CC=CC23)C=C1 9-(4-methoxybenzyl)-9H-fluorene